C[Si](C=C)(C)C trimethyl-(vinyl)silane